4-[6-amino-2-(trifluoromethyl)-9H-purin-9-yl]-N-(4-methyl-1,3-thiazol-2-yl)cyclohexanecarboxamide NC1=C2N=CN(C2=NC(=N1)C(F)(F)F)C1CCC(CC1)C(=O)NC=1SC=C(N1)C